CN1N=C2C=CC=C(C2=C1)C1=NN(C2=C(C=CC=C12)C)C=1C=CC(=NC1)N1CCN(CC1)C(=O)OC(C)(C)C tert-butyl 4-(5-{2',7-dimethyl-1H,2'H-[3,4'-biindazol]-1-yl}pyridin-2-yl)piperazine-1-carboxylate